methyl 2-(4-bromo-7-chloro-2,6-naphthyridin-1-yl)propanoate BrC1=CN=C(C2=CC(=NC=C12)Cl)C(C(=O)OC)C